C(C)OC1=NC2=CC=CC=C2C=C1 ethoxyquinoline